C(C)(=O)N1CC[C@@H]2N(C([C@H](C1)NC(=O)C=1NC3=CC=C(C=C3C1)C(F)(F)P(O)(O)=O)=O)[C@@H](CC2)C(=O)N2CC1=CC=CC=C1C2 ((2-(((5S,8S,10aR)-3-acetyl-8-(isoindoline-2-carbonyl)-6-oxodecahydropyrrolo[1,2-a][1,5]diazocin-5-yl)carbamoyl)-1H-indol-5-yl)difluoromethyl)phosphonic acid